rac-N-Methyl-N-(3-oxo-4-(trifluoromethyl)-3,5,6,7-tetrahydro-2H-cyclopenta[c]pyridazin-7-yl)-2-((1-(5-(trifluoromethyl)pyrimidin-2-yl)piperidin-4-yl)oxy)acetamide CN(C(COC1CCN(CC1)C1=NC=C(C=N1)C(F)(F)F)=O)[C@@H]1CCC=2C1=NNC(C2C(F)(F)F)=O |r|